N(C(=N)N)C(C(=O)O)C(CCCCCCCCCCCC)O Guanidino-3-hydroxypentadecanoic acid